CN1C=C(C=2C1=NC=CC2C)C=2NC1=CC=C(C=C1C2C(C)C)C2CCN(CC2)C(CN(C)C)=O 1-(4-(2-(1,4-dimethyl-1H-pyrrolo[2,3-b]pyridin-3-yl)-3-isopropyl-1H-indol-5-yl)piperidin-1-yl)-2-(dimethylamino)ethan-1-one